2-Chloro-5-methoxy-pyridin ClC1=NC=C(C=C1)OC